C[Si](NC(=O)N[Si](C)(C)C)(C)C 1,3-bis(trimethylsilyl)-urea